cis-propenyl glycidyl ether C(C1CO1)O\C=C/C